FC1=C(NC(C2=CC=C(C=C12)B1OC(C(O1)(C)C)(C)C)=O)C 4-fluoro-3-methyl-6-(4,4,5,5-tetramethyl-1,3,2-dioxaborolan-2-yl)isoquinolin-1(2H)-one